3-methyl-4-[1-methyl-8-oxo-1h,5h,6h,7h,8h-pyrazolo[3,4-f][1,4]oxazepin-7-yl]benzaldehyde CC=1C=C(C=O)C=CC1N1CCOC2=C(C1=O)N(N=C2)C